3-(N-((4-chloro-2,6-diisopropylphenyl)carbamoyl)sulfamoyl)-1-methyl-1H-pyrazole-5-carboxylic acid, disodium salt [Na+].[Na+].ClC1=CC(=C(C(=C1)C(C)C)NC(=O)NS(=O)(=O)C1=NN(C(=C1)C(=O)[O-])C)C(C)C.ClC1=CC(=C(C(=C1)C(C)C)NC(=O)NS(=O)(=O)C1=NN(C(=C1)C(=O)[O-])C)C(C)C